CN([C@H](CNC(C[C@H](C1(CC1)C(F)(F)F)C=1C=NC=CC1)=O)CC=1C=C2C=NNC2=CC1)C (S)-N-((S)-2-(dimethylamino)-3-(1H-indazol-5-yl)propyl)-3-(pyridin-3-yl)-3-(1-(trifluoromethyl)cyclopropyl)propanamide